tert-Butyl ((1S,3S)-3-((3'-bromo-6'-((methylthio)methyl)-6',7'-dihydrospiro[cyclopentane-1,5'-Cyclopenta[d]pyrazolo[1,5-a]pyrimidin]-8'-yl)(4-methoxybenzyl)amino)cyclopentyl)carbamate BrC=1C=NN2C1N=C1C(=C2N([C@@H]2C[C@H](CC2)NC(OC(C)(C)C)=O)CC2=CC=C(C=C2)OC)CC(C12CCCC2)CSC